[C@H]1([C@H](O)[C@@H](O)[C@H](O)[C@H](O1)CO)O[C@@H]([C@@H]([C@H](C(=O)O)O)O)[C@H](O)CO 4-O-α-D-glucopyranosyl-D-gluconic acid